bisazoisobutyronitrile CC1(C2(N=N1)N=N2)C#N